2-Chloro-4-(tetrahydrofuran-3-ylamino)-5H-pyrimido[4,5-b][1,4]oxazin-6-one ClC=1N=C(C2=C(OCC(N2)=O)N1)NC1COCC1